1-[(4-chloro-1-oxo-2H-isoquinolin-5-yl)sulfonyl]-2,3-dihydropyrrolo[3,2-b]pyridine-6-carbonitrile ClC1=CNC(C2=CC=CC(=C12)S(=O)(=O)N1CCC2=NC=C(C=C21)C#N)=O